5-[[4-(1H-pyrrolo[2,3-b]pyridin-5-yl)triazol-1-yl]methyl]thiophen N1C=CC=2C1=NC=C(C2)C=2N=NN(C2)CC2=CC=CS2